3-(3-amino-5-(trifluoromethyl)phenoxy)pyrrolidine-1-carboxylate NC=1C=C(OC2CN(CC2)C(=O)[O-])C=C(C1)C(F)(F)F